trans-4-(hydroxymethyl)cyclohexanecarboxylic acid methyl ester COC(=O)[C@@H]1CC[C@H](CC1)CO